3-(2-Methoxypyrimidin-5-yl)-3-(4-(4-oxopentyl)thiazol-2-yl)propionic acid ethyl ester C(C)OC(CC(C=1SC=C(N1)CCCC(C)=O)C=1C=NC(=NC1)OC)=O